ClC=1C(N(C(=CC1OC([2H])([2H])C1=NC=C(C=C1F)F)C)C1=CC(=NC=C1C)C=1N=C(SC1)C(C)(C)O)=O (R)-3-chloro-4-((3,5-difluoropyridine-2-yl)methoxy-d2)-2'-(2-(2-hydroxypropan-2-yl)thiazol-4-yl)-5',6-dimethyl-2H-[1,4'-Bipyridyl]-2-one